C(C1=CC=CC=C1)N1CC2CCCC(C1)CN2C2=NC(=NC=C2C#N)C2CC2 4-(3-benzyl-3,9-diazabicyclo[3.3.2]decan-9-yl)-2-cyclopropylpyrimidine-5-carbonitrile